1-benzothiophene-2,3-dione S1C(C(C2=C1C=CC=C2)=O)=O